C(CO)(=O)O.[Ti] titanium compound with glycolic acid